FC1=CC=C(C=C1)[C@H](CNCC=C)O (R)-1-(4-fluorophenyl)-2-(allylamino)ethanol